methyl 5-[(3R,5S)-4-(tert-butoxycarbonyl)-3,5-dimethylpiperazin-1-yl]-2-methylquinazoline-8-carboxylate C(C)(C)(C)OC(=O)N1[C@@H](CN(C[C@@H]1C)C1=C2C=NC(=NC2=C(C=C1)C(=O)OC)C)C